CC=1C=C2C(=C3CN(C(C13)=O)C1C(NC(CC1)=O)=O)OCC21CCNCC1 3-(5-methyl-6-oxo-6,8-dihydro-2H,7H-spiro[furo[2,3-e]isoindole-3,4'-piperidin]-7-yl)piperidine-2,6-dione